C(C)C=1C=C(NC(=O)OC(C)(C)C)C=CC1 3-Ethyl-N-Bocaniline